4-(piperidin-3-yl)-6,7,8,9-tetrahydro-5H-pyrido[3,4-b]indole-1-carboxamide hydrochloride Cl.N1CC(CCC1)C1=CN=C(C=2NC=3CCCCC3C21)C(=O)N